1-(4-hydroxyphenyl)-2-phenylbut-1-ene OC1=CC=C(C=C1)C=C(CC)C1=CC=CC=C1